C(CCC)NC=1N=CC2=C(N1)N(C=C2C2=CC=C(C=C2)S(=O)(=O)N2CCN(CC2)C(=O)OC(C)(C)C)[C@@H]2CC[C@H](CC2)O tert-Butyl 4-[4-[2-(butylamino)-7-[trans-4-hydroxycyclohexyl]-7H-pyrrolo[2,3-d]pyrimidin-5-yl]benzenesulfonyl]piperazine-1-carboxylate